C(C)(=O)OI1(OCC=C1)(OC(C)=O)OC(C)=O [1,2]iodaoxole-1,1,1(3H)-triyl triacetate